N-{6-[3-(4-mesyl-2-anisidino)-1-propynyl]-1-(2,2,2-trifluoroethyl)-4-indolyl}-N-methyl-1-methyl-4-piperidinecarboxamide S(=O)(=O)(C)C=1C=C(C(OC)=CC1)NCC#CC1=CC(=C2C=CN(C2=C1)CC(F)(F)F)N(C(=O)C1CCN(CC1)C)C